C1(CCCC1)C1=CC(=NN1)N(C1=NC(=NC=C1)N(C1CCC(CC1)NC(OC(C)(C)C)=O)C)C tert-butyl ((1R,4R)-4-((4-((5-cyclopentyl-1H-pyrazol-3-yl)(methyl)amino)pyrimidin-2-yl)(methyl)amino)cyclohexyl)carbamate